[Ru].[Pt].[Ni] nickel-platinum-ruthenium